C1(=CC=CC=2C3=CC=CC=C3CC12)COC(=O)C1(C(=O)NC(C1)=O)O (fluorenylmethoxycarbonyl)hydroxysuccinimide